FC([C@@H]1N(CC1)C1=NC(=C(C(=N1)C=1C=NN(C1)CC(=O)N1CCNCC1)C1CC1)C(F)F)F 2-(4-{2-[(R)-2-(difluoromethyl)-1-azetidinyl]-5-cyclopropyl-6-(difluoromethyl)-4-pyrimidinyl}-1-pyrazolyl)-1-(1-piperazinyl)-1-ethanone